(S)-3-amino-2,3-dihydrothiophene 1,1-dioxide N[C@@H]1CS(C=C1)(=O)=O